C(C1CO1)N(CC1CO1)CC1=CC=CC=C1 N,N-diglycidylbenzylamine